N-[(4-fluorophenyl)methyl]-2-[5-oxo-1-[[3-(trifluoromethyl)phenyl]methyl]pyrrolidin-2-yl]acetamid FC1=CC=C(C=C1)CNC(CC1N(C(CC1)=O)CC1=CC(=CC=C1)C(F)(F)F)=O